N-(2,6-dimethylphenyl)-2-oxo-3-methyl-butanamide CC1=C(C(=CC=C1)C)NC(C(C(C)C)=O)=O